tert-butyl 2-((4,4-difluorocyclohexyl)oxy)-6-((2-((S)-2,2-dimethylcyclopropane-1-carbonyl)-6-(1-(4-fluorobenzyl)-1H-pyrazole-4-carbonyl)-2,6-diazaspiro[3.4]octan-8-yl)methoxy)benzoate FC1(CCC(CC1)OC1=C(C(=O)OC(C)(C)C)C(=CC=C1)OCC1CN(CC12CN(C2)C(=O)[C@@H]2C(C2)(C)C)C(=O)C=2C=NN(C2)CC2=CC=C(C=C2)F)F